(S)-1-chloro-8,8-difluoro-3'-(3-fluoro-5-(trifluoromethyl)pyridin-2-yl)-7,8-dihydro-6H-spiro[isoquinoline-5,4'-oxazolidin]-2'-one ClC1=NC=CC2=C1C(CC[C@]21N(C(OC1)=O)C1=NC=C(C=C1F)C(F)(F)F)(F)F